2-[(2-Hydroxy-2-methylpropyl)amino]-N-{3-[(4-methylphenyl)amino]pyridin-4-yl}pyrimidine-5-carboxamide OC(CNC1=NC=C(C=N1)C(=O)NC1=C(C=NC=C1)NC1=CC=C(C=C1)C)(C)C